heptadecan-9-yl 8-((2-hydroxyethyl)(tetradecyl)amino)octanoate OCCN(CCCCCCCC(=O)OC(CCCCCCCC)CCCCCCCC)CCCCCCCCCCCCCC